N(C#N)(C#N)C#N.N ammonia nitrogen cyanide